3,9-Diamino-1,11-dimethyl-5,7-dihydro-dibenzo(a,c)cyclohepten-6-one NC=1C=C(C2=C(CC(CC3=C2C(=CC(=C3)N)C)=O)C1)C